O=C1NC(CCC1N1C(C2=C3C(C(=CC=C13)CNC(CCCC(=O)OC(C)(C)C)=O)=CC=C2)=O)=O tert-butyl 5-(((1-(2,6-dioxopiperidin-3-yl)-2-oxo-1,2-dihydrobenzo[cd]indol-6-yl)methyl)amino)-5-oxopentanoate